N-[4-fluoro-5-[5-(morpholin-4-ylmethyl)-1,3-thiazol-2-yl]-2-[(3R,5S)-3,4,5-trimethylpiperazin-1-yl]phenyl]-6-oxo-4-(trifluoromethyl)-1H-pyridine-3-carboxamide FC1=CC(=C(C=C1C=1SC(=CN1)CN1CCOCC1)NC(=O)C1=CNC(C=C1C(F)(F)F)=O)N1C[C@H](N([C@H](C1)C)C)C